N-{cis-2-[4-(6-fluoro-3-pyridinyl)phenyl]tetrahydro-3-furanyl}-2-propanesulfonamide FC1=CC=C(C=N1)C1=CC=C(C=C1)[C@@H]1OCC[C@@H]1NS(=O)(=O)C(C)C